CC1CCN(CC1)N(C(=O)NC1=CC=C(C=C1)OCC(C)C)CCC1=CC=C(C=C1)F 1-(4-methylpiperidin-1-yl)-1-(4-fluorophenethyl)-3-(4-isobutoxyphenyl)urea